ethyl 3,5-dioxo-4-phenyl-2,3,4,5-tetrahydro-1,2,4-triazine-6-carboxylate O=C1NN=C(C(N1C1=CC=CC=C1)=O)C(=O)OCC